7-(trifluoromethyl)pyrazolo[1,5-a]pyridin FC(C1=CC=CC=2N1N=CC2)(F)F